(2S)-1-(8-(3-fluorophenylsulfonyl)-1-oxa-8-azaspiro[4.5]decan-3-ylamino)-3-(3-(methylsulfonyl)phenoxy)propan-2-ol FC=1C=C(C=CC1)S(=O)(=O)N1CCC2(CC(CO2)NC[C@@H](COC2=CC(=CC=C2)S(=O)(=O)C)O)CC1